(3R)-3-({2-[3-(methylsulfonyl)phenyl][1,2,4]triazolo[1,5-c]quinazolin-5-yl}amino)azepin-2-one CS(=O)(=O)C=1C=C(C=CC1)C1=NN2C(=NC=3C=CC=CC3C2=N1)NC=1C(N=CC=CC1)=O